BrCCCOC=1C=C2CN(CC2=CC1OC)C(C[C@@H](C(=O)OC)C)=O methyl (S)-4-(5-(3-bromopropyloxy)-6-methoxyisoindolin-2-yl)-2-methyl-4-oxobutanoate